2-(6-bromo-4-(2-trans-fluorocyclopropyl)-1-oxophthalazin-2(1H)-yl)acetate BrC=1C=C2C(=NN(C(C2=CC1)=O)CC(=O)[O-])C1(CC1)F